C(CCCC1=C(C(=C(C=C1)C)C(C)(C)C)O)C1=C(C(=C(C=C1)C)C(C)(C)C)O butylene-bis(5-methyl-6-tert-butylphenol)